NC1=C(C(=O)NC2=CN=CC3=CC=CC=C23)C=CC(=C1)Cl 2-amino-4-chloro-N-(isoquinolin-4-yl)benzamide